methyl-(tert-butoxycarbonyl)-L-homoserine CN([C@@H](CCO)C(=O)O)C(=O)OC(C)(C)C